2,4-dimethylphenylsulfonyl-(2,4,6-trimethylphenylsulfonyl)diazomethane CC1=C(C=CC(=C1)C)S(=O)(=O)C(=[N+]=[N-])S(=O)(=O)C1=C(C=C(C=C1C)C)C